CC12C3NNCC3NCC(C(C(CCC(NCC1)C2)[2H])[2H])C Methyl-9-methyl-(10,11-2H2)-3,4,7,15-tetraazatricyclo[12.3.1.02,6]Octadecan